FC1=C(CC=2C=NN(C2)C2OCCCC2)C=CC=C1 4-(2-fluorobenzyl)-1-(tetrahydro-2H-pyran-2-yl)-1H-pyrazole